7,9-Dihydroxy-3-(4,5,7-Trihydroxy-2-Oxo-2H-Chromen-3-yl)-4H-Furo[3,2-c]Chromen OC=1C=C(C=2C3=C(COC2C1)C(=CO3)C=3C(OC1=CC(=CC(=C1C3O)O)O)=O)O